C(C1=CC=CC=C1)N1CC(C(C1)C1=CC(=C(C=C1)F)F)CO [1-benzyl-4-(3,4-difluorophenyl)pyrrolidin-3-yl]methanol